C(#N)[C@@H](CC(=O)O)NC(=O)C=1C=NC2=C(C=CC=C2C1)C1=CCC(CC1)C(F)(F)F (3R)-3-cyano-3-(8-(4-(trifluoromethyl)cyclohex-1-en-1-yl)quinoline-3-carboxamido)propanoic acid